O=C1NC(CCC1N1N=C(C2=CC(=CC=C12)C1CCN(CC1)C(=O)OC(C)(C)C)C)=O tert-butyl 4-[1-(2,6-dioxo-3-piperidyl)-3-methyl-indazol-5-yl]piperidine-1-carboxylate